4,4'-azobis-1-cyclohexanecarbonitrile N(=NC1CCC(CC1)C#N)C1CCC(CC1)C#N